4-bromo-2-(4-Chloro-2-fluorophenyl)-2-methyl-2,3-dihydrobenzofuran BrC1=CC=CC2=C1CC(O2)(C)C2=C(C=C(C=C2)Cl)F